pentaerythritol diisostearate C(CCCCCCCCCCCCCCC(C)C)(=O)OCC(COC(CCCCCCCCCCCCCCC(C)C)=O)(CO)CO